N-(3-thienyl)carbamic acid phenyl ester C1(=CC=CC=C1)OC(NC1=CSC=C1)=O